C(C)N1C[C@@H](CCC1)NC=1C(N(C(=NN1)C1=C(C=C(C=C1C)C(F)(F)F)O)C)=O 6-[[(3R)-1-Ethyl-3-piperidyl]amino]-3-[2-hydroxy-6-methyl-4-(trifluoromethyl)-phenyl]-4-methyl-1,2,4-triazin-5-one